5-(1H-imidazol-1-yl)-N-((1r,4r)-4-methyl-4-((2,2,2-trifluoroethyl)amino)cyclohexyl)-1H-pyrazolo[4,3-d]pyrimidine-7-carboxamide N1(C=NC=C1)C=1N=C(C2=C(N1)C=NN2)C(=O)NC2CCC(CC2)(NCC(F)(F)F)C